(R)-5-bromo-2-methyl-7-(methylthio)-2,3-dihydro-[1,4]dioxino[2,3-c]pyridine BrC1=NC(=CC2=C1OC[C@H](O2)C)SC